CNC[C@@H]1CCOC2=C1C=CC=C2C2=CN=CO2 methyl({[(4R)-8-(1,3-oxazol-5-yl)-3,4-dihydro-2H-1-benzopyran-4-yl]methyl})amine